6-bromo-7-fluoro-2-[2-[(1R,2S)-2-[[6-oxo-5-(trifluoromethyl)-1-(2-trimethylsilylethoxymethyl)pyridazin-4-yl]amino]cyclohexyl]ethyl]isoquinolin-1-one BrC=1C=C2C=CN(C(C2=CC1F)=O)CC[C@@H]1[C@H](CCCC1)NC=1C=NN(C(C1C(F)(F)F)=O)COCC[Si](C)(C)C